CC1=C(C(=C2C(=N1)CNC2)C)C#N 2,4-Dimethyl-6,7-dihydro-5H-pyrrolo[3,4-b]pyridine-3-carbonitrile